5-(3-chloro-2-methyl-5-nitrobenzyl)-1,3-dioxane ClC=1C(=C(CC2COCOC2)C=C(C1)[N+](=O)[O-])C